2-IODO-5-METHOXY-THIAZOLE IC=1SC(=CN1)OC